3-methyl-2,3,4-trihydroxy-1-butene CC(C(=C)O)(CO)O